2-((tert-butoxycarbonyl)amino)benzo[d]thiazole-5-carboxylic acid C(C)(C)(C)OC(=O)NC=1SC2=C(N1)C=C(C=C2)C(=O)O